2,2,4a,7-tetramethyl-4,4a,5,9b-tetrahydroindeno[1,2-d][1,3]dioxine CC1(OCC2(C(O1)C1=CC=C(C=C1C2)C)C)C